(S)-quinuclidin-3-yl (7-(4-ethoxyphenyl)-4-methylchroman-4-yl)carbamate C(C)OC1=CC=C(C=C1)C1=CC=C2C(CCOC2=C1)(C)NC(O[C@@H]1CN2CCC1CC2)=O